tert-butyl N-(cyclobutylmethyl)-N-[1-[5-fluoro-1-(hydroxymethyl)-2-oxo-4-pyridyl]-3-piperidyl]carbamate C1(CCC1)CN(C(OC(C)(C)C)=O)C1CN(CCC1)C1=CC(N(C=C1F)CO)=O